3-amino-N-tert-butyl-5-(4-fluorophenyl)-benzamide NC=1C=C(C(=O)NC(C)(C)C)C=C(C1)C1=CC=C(C=C1)F